[OH-].C[N+](CC1CCCCC1)(C)C trimethyl-(cyclohexylmethyl)ammonium hydroxide